(Z)-2-(3-((((amino(1-(o-tolyl)cyclopropyl)methylene)amino)oxy)carbonyl)-5-(difluoromethyl)-1H-pyrazol-1-yl)-N-(2-(dimethylamino)ethyl)acetamide N\C(\C1(CC1)C1=C(C=CC=C1)C)=N/OC(=O)C1=NN(C(=C1)C(F)F)CC(=O)NCCN(C)C